Tert-butyl (1S,5R)-3-[7-chloro-8-fluoro-2-[[(2S)-2-methoxycarbonyl-1-methyl-pyrrolidin-2-yl]methoxy]pyrido[4,3-d]pyrimidin-4-yl]-3,8-diazabicyclo[3.2.1]octane-8-carboxylate ClC1=C(C=2N=C(N=C(C2C=N1)N1C[C@@H]2CC[C@H](C1)N2C(=O)OC(C)(C)C)OC[C@]2(N(CCC2)C)C(=O)OC)F